C(CC(C)C)OC(C=C)=O Isoamylacrylat